N-((2-(6-((cis)-2,6-dimethylmorpholino)pyridin-2-yl)-1,6-naphthyridin-7-yl)methyl)-1'-(methylsulfonyl)spiro[cyclopentane-1,3'-indoline]-6'-carboxamide C[C@@H]1O[C@@H](CN(C1)C1=CC=CC(=N1)C1=NC2=CC(=NC=C2C=C1)CNC(=O)C1=CC=C2C3(CN(C2=C1)S(=O)(=O)C)CCCC3)C